(4-Aminoisoindolin-2-yl)(2-(cyclopentylmethoxy)-4,6-dihydro-3-methylphenyl)methanone NC1=C2CN(CC2=CC=C1)C(=O)C1C(=C(CCC1)C)OCC1CCCC1